BrC=1C=C(C=CC1C(=O)OC)N1[C@H](CN(C[C@H]1C)C1CC(C1)OC1CCN(CC1)C(=O)OC(C)(C)C)C tert-butyl 4-[3-[(3S,5R)-4-(3-bromo-4-methoxycarbonyl-phenyl)-3,5-dimethyl-piperazin-1-yl] cyclobutoxy]piperidine-1-carboxylate